16-propyloxacyclohexadeca-10,13-dien-2-one C(CC)C1CC=CCC=CCCCCCCCC(O1)=O